3-bromo-5-(2-chlorophenoxy)-1-(2,2,2-trifluoroethyl)-1H-1,2,4-triazole BrC1=NN(C(=N1)OC1=C(C=CC=C1)Cl)CC(F)(F)F